COC(CC(C(=O)C1=C(C(=C(C(=C1)C)OCOC)Cl)F)C)=O 4-[3-chloro-2-fluoro-4-(methoxymethyloxy)-5-methylphenyl]-3-methyl-4-oxobutanoic acid methyl ester